Formyl-(formaldehyde) C(=O)C=O